4-(4-((1R,5S)-3,8-diazabicyclo-[3.2.1]octan-3-yl)-8-fluoro-2-((2-(2-methylpropylidene)tetrahydro-1H-pyrrolizin-7a(5H)-yl)methoxy)-pyrido[4,3-d]pyrimidin-7-yl)-5-ethynyl-naphthalen-2-ol [C@H]12CN(C[C@H](CC1)N2)C=2C1=C(N=C(N2)OCC23CCCN3CC(C2)=CC(C)C)C(=C(N=C1)C1=CC(=CC2=CC=CC(=C12)C#C)O)F